3-(1H-indol-3-yl)-N-methoxypropanamide N1C=C(C2=CC=CC=C12)CCC(=O)NOC